[2H]N([2H])CC(=O)O[2H] glycine-d3